trans-4-Hydroxy-N-(4-(2-isopropylthiazol-5-yl)pyridin-2-yl)-N-((trans-4-(4-methoxy-3-methylphenyl)cyclohexyl)methyl)cyclohexanecarboxamide O[C@@H]1CC[C@H](CC1)C(=O)N(C[C@@H]1CC[C@H](CC1)C1=CC(=C(C=C1)OC)C)C1=NC=CC(=C1)C1=CN=C(S1)C(C)C